CN(C)CC1=CC(=CC(=N1)NC=1C=CC(=C2CNC(C12)=O)C1=CN=C2N1C=CC(=C2)F)C2OCCC2 7-((6-((dimethylamino)methyl)-4-(tetrahydrofuran-2-yl)pyridin-2-yl)amino)-4-(7-fluoroimidazo[1,2-a]pyridin-3-yl)isoindolin-1-one